C12(CC1)C[C@@H]1[C@@H](CN(C1)C(=O)OCC1=CC=CC=C1)C2 benzyl (3aR,6aS)-tetrahydro-1H-spiro[cyclopenta[c]pyrrole-5,1'-cyclopropane]-2(3H)-carboxylate